benzyl N-methyl-N-prop-2-ynyl-carbamate CN(C(OCC1=CC=CC=C1)=O)CC#C